piperidine hydroiodic acid salt I.N1CCCCC1